4-(3-((1-((4-(difluoromethylidene)piperidin-1-yl)methyl)cyclopropyl)methoxy)-5-fluoro-7,9-dihydrofuro[3,4-f]quinazolin-6-yl)-6-methyl-5-(trifluoromethyl)pyridin-2-amine FC(=C1CCN(CC1)CC1(CC1)COC1=NC=2C(=C(C3=C(C2C=N1)COC3)C3=CC(=NC(=C3C(F)(F)F)C)N)F)F